CC1=NNC=C1N(C(COC1=CC=C(C=C1)C)=O)CC=1SC=CC1 N-(3-methyl-1H-pyrazol-4-yl)-N-(thiophen-2-ylmethyl)-2-(p-tolyloxy)acetamide